5-(hydroxymethyl)-2-methylisoindolin-1-one OCC=1C=C2CN(C(C2=CC1)=O)C